C(CCCCCCC)N(C(=O)N(C1=CC=CC=C1)C1=CC=CC=C1)C1=CC=CC=C1 N-octyltriphenylurea